(1's,3S,18'R,21's)-7',20'-dioxa-13',26'-diazaspiro[morpholine-3,17'-tetracyclo[19.2.2.12,6.013,18]hexacosane] C12C3CCCC(OCCCCCN4CCC[C@@]5([C@@H]4COC(CC1)CC2)NCCOC5)N3